C(C)(C)NC(C)C.FC(S(=O)(=O)O)(F)F trifluoromethanesulfonic acid diisopropylamine salt